(2-(4-(2-methoxyphenyl)piperazin-1-yl)ethyl)pyrimidine-2,4,5-triamine COC1=C(C=CC=C1)N1CCN(CC1)CCC1=C(C(=NC(=N1)N)N)N